Cl.CN(CCCN=C=NCC)C 1-(3-(dimethylamino)propyl)-3-ethylcarbodiimide HCl